6-[(R)-1H-benzimidazol-2-yl-(5-fluoro-2-hydroxy-phenyl)methyl]-2-[4-(1-methyl-4-piperidinyl)phenyl]-5H-pyrrolo[3,4-b]pyridin-7-one N1C(=NC2=C1C=CC=C2)[C@H](N2C(C1=NC(=CC=C1C2)C2=CC=C(C=C2)C2CCN(CC2)C)=O)C2=C(C=CC(=C2)F)O